The molecule is a hydroperoxyicosatrienoic acid that is (8Z,12E,14Z)-icosatrienoic acid in which the hydroperoxy substituent is located at position 11. It derives from an all-cis-icosa-8,11,14-trienoic acid. It is a conjugate acid of an (8Z,12E,14Z)-11-hydroperoxyicosatrienoate. CCCCC/C=C\\C=C\\C(C/C=C\\CCCCCCC(=O)O)OO